2-{3-fluoro-4-[(3-{4-[(1-methylpiperidin-4-yl)amino]-1-(2,2,2-trifluoroethyl)-1H-indol-2-yl}prop-2-yn-1-yl)amino]phenyl}-2-methylpropanenitrile FC=1C=C(C=CC1NCC#CC=1N(C2=CC=CC(=C2C1)NC1CCN(CC1)C)CC(F)(F)F)C(C#N)(C)C